[Si](C)(C)(C(C)(C)C)OCCCOCOC(=O)N1CC=2C=CC(=NC2CC1)Cl (3-((tert-butyldimethylsilyl)oxy)propoxylmethyl)-2-chloro-7,8-dihydro-1,6-naphthyridine-6(5H)-carboxylate